5'-acetyl-2',3'-isopropylideneadenosine CC(=O)OC[C@@H]1[C@@H]2[C@H]([C@@H](O1)N3C=NC4=C(N=CN=C43)N)OC(O2)(C)C